4-((3-fluoropyridin-2-yl)thio)-6-(6-(pyrrolidin-1-yl)pyridin-3-yl)pyrazolo[1,5-a]pyridine-3-carbonitrile FC=1C(=NC=CC1)SC=1C=2N(C=C(C1)C=1C=NC(=CC1)N1CCCC1)N=CC2C#N